CC1=NC(NC(=C1C=C)C)=O 4,6-dimethyl-5-vinylpyrimidin-2(1H)-one